C(C)C1CCCC2C3CCCCC3NC12 dodecahydro-ethylcarbazole